ICC(CCCCCCCC)CCCCCCCCCC 9-(iodomethyl)nonadecane